(S)-quinuclidin-3-yl (6'-(4-(methoxymethoxy)phenyl)-3',4'-dihydro-1'H-spiro[cyclopropane-1,2'-naphthalen]-1'-yl)carbamate COCOC1=CC=C(C=C1)C=1C=C2CCC3(C(C2=CC1)NC(O[C@@H]1CN2CCC1CC2)=O)CC3